O=C1NC(CCC1N1C(N(C2=C1C=CC(=C2)CC2CCC(CC2)CC(=O)O)C)=O)=O 2-((1S,4S)-4-((1-(2,6-Dioxopiperidin-3-yl)-3-methyl-2-oxo-2,3-dihydro-1H-benzo[d]imidazol-5-yl)methyl)cyclohexyl)acetic acid